FC1=C(C=C(C(=C1)C)[S@](=O)CC(F)(F)F)\N=C\1/SCC(N1CC(F)(F)F)=O (2Z)-2-[2-fluoro-4-methyl-5-[(R)-2,2,2-trifluoroethylsulfinyl]phenyl]imino-3-(2,2,2-trifluoroethyl)thiazolidin-4-one